COC1=NC=C(C=C1)NC(=O)C1CC1 N-(2-methoxy-5-pyridinyl)-cyclopropanecarboxamide